FCC=1C=C2C=CNC2=CC1 5-Fluoromethylindole